NC1=CC=C(C=C1)S(=O)(=O)NCCCN1CCC(CC1)CC1=CC=CC=C1 4-amino-N-(3-(4-benzylpiperidin-1-yl)propyl)benzenesulfonamide